3-(3,5-difluorophenoxy)-1-ethyl-3-methylazetidine FC=1C=C(OC2(CN(C2)CC)C)C=C(C1)F